[C-]#N.C(CCCCCCCCC)[NH+]1C(CCCC1)CCC 1-Decyl-2-propylpiperidinium cyanide